ClC1=CC=C2C(=NC=3N(C2=C1)C=NN3)N(C)C3=CC(=CC=C3)C=3OC(=CC3)COC 8-chloro-N-[3-[5-(methoxymethyl)-2-furyl]phenyl]-N-methyl-[1,2,4]triazolo[4,3-a]quinazolin-5-amine